[C@@H]1([C@H](O)[C@H](O)[C@@H](CO)O1)N1C=NC=2C(=N)N=CNC12 [3H]-adenosine